BrC(Br)(Br)S(=O)(=O)[O-] tribromomethylsulfonate